C(C1=C(C(=CC(=C1)CC)C(C)(C)C)O)C1=C(C(=CC(=C1)CC)C(C)(C)C)O methylenebis-(4-ethyl-6-tert-butylphenol)